NC1=CC=CC(=N1)S(=O)(=O)NC(=O)C=1C(=NC(=CC1)C1=CC(=C(C=C1)OC)OC)OC1=C(C=C(C=C1C)C)C N-[(6-Amino-2-pyridyl)sulfonyl]-6-(3,4-dimethoxyphenyl)-2-(2,4,6-trimethylphenoxy)pyridin-3-carboxamid